oct-7-yn-1-amine C(CCCCCC#C)N